3-{5-[(2-methoxyethyl) carbamoyl]furan-2-yl}propanoate COCCNC(=O)C1=CC=C(O1)CCC(=O)[O-]